pyrazinophenanthroline N1=CC=CC2=CC=C3C=C4C(=NC3=C12)N=CC=N4